5-amino-4-(amino-methyl)pentanoic acid NCC(CCC(=O)O)CN